[Cl-].COC(C[PH3+])C 2-methoxypropylphosphonium chloride